2-amino-N-(3-(3-hydroxy-3-methylbut-1-ynyl)phenyl)-5-(3-(3-hydroxypentan-3-yl)-5-methylphenyl)nicotinamide NC1=C(C(=O)NC2=CC(=CC=C2)C#CC(C)(C)O)C=C(C=N1)C1=CC(=CC(=C1)C)C(CC)(CC)O